tert-butyl (2R,6S)-4-[2-ethyl-6-fluoro-7-({8-fluoro-2-methylimidazo[1,2-a]pyridin-6-yl} carbamoyl)indazol-4-yl]-2,6-dimethylpiperazine-1-carboxylate C(C)N1N=C2C(=C(C=C(C2=C1)N1C[C@H](N([C@H](C1)C)C(=O)OC(C)(C)C)C)F)C(NC=1C=C(C=2N(C1)C=C(N2)C)F)=O